3-CHLORO-5-FLUOROBENZAMIDE ClC=1C=C(C(=O)N)C=C(C1)F